N-(6-(Azetidin-1-yl)pyridin-3-yl)-4-(6-phenylimidazo[1,2-a]pyridin-3-yl)pyrimidin-2-amin N1(CCC1)C1=CC=C(C=N1)NC1=NC=CC(=N1)C1=CN=C2N1C=C(C=C2)C2=CC=CC=C2